6-((4,4-difluorocyclohexyl)amino)-4-(methoxymethyl)picolinonitrile FC1(CCC(CC1)NC1=CC(=CC(=N1)C#N)COC)F